BrCCN(S(=O)(=O)C=1C(=C(C(=CC1CCCCC)O)C1=CC(=CC=C1)C)O)CCO N-(2-bromoethyl)-2,6-dihydroxy-N-(2-hydroxyethyl)-3'-methyl-4-pentyl-[1,1'-biphenyl]-3-sulfonamide